C(C)(C)(C)OC(=O)N1CCC2(CC2C(NC=2N=NC=CC2)=O)CC1 1-(pyridazin-3-ylcarbamoyl)-6-azaspiro[2.5]octane-6-carboxylic acid tert-butyl ester